1-isobutyl-4-(methylsulfonyl)piperazin C(C(C)C)N1CCN(CC1)S(=O)(=O)C